platinum-palladium-copper [Cu].[Pd].[Pt]